FC(C1=NN=C(O1)C=1C=NC(=NC1)CN1N=NC(=C1)C=1C=CC(=NC1)N)F 5-(1-((5-(5-(difluoromethyl)-1,3,4-oxadiazol-2-yl)pyrimidin-2-yl)methyl)-1H-1,2,3-triazol-4-yl)pyridin-2-amine